ethyl 3-cyclopropyl-4-(trifluoromethyl)-1-((2-(trimethylsilyl)ethoxy)methyl)-1H-pyrazole-5-carboxylate C1(CC1)C1=NN(C(=C1C(F)(F)F)C(=O)OCC)COCC[Si](C)(C)C